C1=C(C=CC=2C3=CC=CC=C3CC12)C#CC#CC1=CC=2CC3=CC=CC=C3C2C=C1 1,4-bis(2-fluorenyl)-1,3-butadiyne